C1(=CC=CC=C1)NCC=1C=C(C=CC1)C1=CC=2C(=NC=CC2C=2C=C3C(=NNC3=CC2)N)N1 5-(2-(3-((Phenylamino)methyl)phenyl)-1H-pyrrolo[2,3-b]pyridin-4-yl)-1H-indazol-3-amine